N-Bocpyrrole C(=O)(OC(C)(C)C)N1C=CC=C1